ClC1=CC=C(C=C1)C=1N=C2N(C=CC=N2)C1CN1CC2CCC(C1)N2C(=O)NC2=C(C=C(C=C2)Cl)C(F)(F)F 3-{[2-(4-chlorophenyl)imidazo[1,2-a]pyrimidin-3-yl]methyl}-N-[4-chloro-2-(trifluoromethyl)phenyl]-3,8-diazabicyclo[3.2.1]octane-8-carboxamide